amino-oxy-ethyl acrylate C(C=C)(=O)OCCON